tert-butyl N-[(1S,3S)-3-[[7-(difluoromethoxy)-[1,2,4]triazolo[1,5-a]pyridin-2-yl]amino]cyclopentyl]carbamate FC(OC1=CC=2N(C=C1)N=C(N2)N[C@@H]2C[C@H](CC2)NC(OC(C)(C)C)=O)F